COC=1C=C2C=CN=CC2=CC1C1=CC=C(N=N1)N1CCN(CC1)C(=O)OC(C)(C)C tert-Butyl 4-(6-(6-methoxyisoquinolin-7-yl)pyridazin-3-yl)piperazine-1-carboxylate